FC1=CC=C(C=C1)[C@@H]1[C@H](CNC1)C(=O)NC1=C2C=CN=CC2=CC=C1 (3R,4S)-4-(4-fluorophenyl)-N-(isoquinolin-5-yl)pyrrolidine-3-carboxamide